FC(C1=NN=C(O1)C1=CC(=C(CN(S(=O)(=O)C2CC2)C2=CC=CC=C2)C=C1)F)F N-(4-(5-(difluoromethyl)-1,3,4-oxadiazol-2-yl)-2-fluorobenzyl)-N-phenylcyclopropanesulfonamide